4-(2-chloro-5-methoxypyridin-4-yl)morpholine ClC1=NC=C(C(=C1)N1CCOCC1)OC